3,5-bis(chloromethyl)-2,4,6-trimethylbenzyl alcohol ClCC=1C(=C(CO)C(=C(C1C)CCl)C)C